BrC=1C=CC(=C(OC(C(=O)OC)=CO)C1)C methyl 2-(5-bromo-2-methylphenoxy)-3-hydroxyacrylate